NN1CC=CC=C1 1-aminopyridin